4-(dimethylamino)-N-(1S,4S)-[4-[[2-[ethyl(methyl)amino]-6-(trifluoromethyl)pyrimidin-4-yl]amino]cyclohexyl]benzamide CN(C1=CC=C(C(=O)NC2CCC(CC2)NC2=NC(=NC(=C2)C(F)(F)F)N(C)CC)C=C1)C